imidazo[2,1-f][1,6]naphthyridine N=1C=CN2C1C=1C=CC=NC1C=C2